3-(6-fluoro-5-(4-((4'-fluoro-5,5-dimethyl-3,4,5,6-tetrahydro-[1,1'-biphenyl]-2-yl)methyl)-3,3-dimethylpiperazine-1-carbonyl)-1-oxoisoindolin-2-yl)piperidine-2,6-dione FC1=C(C=C2CN(C(C2=C1)=O)C1C(NC(CC1)=O)=O)C(=O)N1CC(N(CC1)CC1=C(CC(CC1)(C)C)C1=CC=C(C=C1)F)(C)C